COC=1C=C(C=CC1)C(O)C=1C=NN(C1)C (3-methoxyphenyl)-(1-methylpyrazol-4-yl)methanol